1-amino-3-(6-cyclopropylimidazo[1,2-a]pyridin-2-yl)pyrrolidin-2-one NN1C(C(CC1)C=1N=C2N(C=C(C=C2)C2CC2)C1)=O